ClC1=CC=C(C=C1)C1=CN(C=2N=CN=C(C21)N)CC2=CC(=NO2)C2CC2 5-(4-chlorophenyl)-7-[(3-cyclopropyl-1,2-oxazol-5-yl)methyl]-7H-pyrrolo[2,3-d]Pyrimidin-4-amine